NC1=C(C=C(C=C1Cl)C(O)CNC(C)(C)C)Cl 4-amino-3,5-dichloro-α-(((1,1-dimethylethyl)amino)methyl)benzenemethanol